O1C=CC2=C1C=CC(=C2)CN2CC(N(CC2)C2CC1(C2)CCNCC1)C1=C(C=CC=C1)C(C)C 2-(4-(benzofuran-5-ylmethyl)-2-(2-isopropylphenyl)piperazin-1-yl)-7-azaspiro[3.5]nonane